5-chloro-2-(3,3-difluorocyclobutyl)-4-((1S,4S)-4-(trifluoromethyl)cyclohexyl)pyridine ClC=1C(=CC(=NC1)C1CC(C1)(F)F)C1CCC(CC1)C(F)(F)F